4-(2-((1-methyl-1H-pyrazol-3-yl)ethynyl)pyridin-4-yl)-7-((5-(4-methylpiperazin-1-yl)pyridin-2-yl)amino)isoindolin-1-one CN1N=C(C=C1)C#CC1=NC=CC(=C1)C1=C2CNC(C2=C(C=C1)NC1=NC=C(C=C1)N1CCN(CC1)C)=O